Cl.C(C)(C)(C)OC(N[C@H]1CO[C@@H](CC1)C=1OC(=NN1)C1=CC(=C(C=C1)Cl)F)=O ((3R,6S)-6-(5-(4-chloro-3-fluorophenyl)-1,3,4-oxadiazol-2-yl)tetrahydro-2H-pyran-3-yl)carbamic acid tert-butyl ester HCl salt